ClC1=C(C=CC=C1Cl)C1=NNC2=NC(=CN=C21)N2C[C@@H]1[C@]([C@@H]1CC2)(C=2SC=C(N2)C)CN [(1S,6R,7S)-3-[3-(2,3-dichlorophenyl)-1H-pyrazolo[3,4-b]pyrazin-6-yl]-7-(4-methyl-1,3-thiazol-2-yl)-3-azabicyclo[4.1.0]heptan-7-yl]methanamine